2-[(2R)-3-(3,4-Dihydro-1H-isochinolin-2-yl)-2-hydroxy-propyl]-6-(3,5-dimethyl-1-piperidyl)-3,4-dihydroisochinolin-1-on C1N(CCC2=CC=CC=C12)C[C@H](CN1C(C2=CC=C(C=C2CC1)N1CC(CC(C1)C)C)=O)O